N1C=C(C2=CC=CC=C12)C([C@H]([C@@H]([C@H](CO)O)O)O)C1=CNC2=CC=CC=C12 (2S,3S,4R)-5,5-bis(1H-indol-3-yl)pentane-1,2,3,4-tetraol